O[C@H]1CN(CC1)CCNC(=O)NC=1C(=C(C=CC1)C1=C(C(=CC=C1)OCCCN1C[C@@H](CC1)O)C)C 1-(2-((R)-3-hydroxypyrrolidin-1-yl)ethyl)-3-(3'-(3-((R)-3-hydroxypyrrolidin-1-yl)propoxy)-2,2'-dimethyl-[1,1'-biphenyl]-3-yl)urea